N-(2-(4-((4-(2-(cyclopropanecarbonyl)-5-fluoro-1H-indol-3-yl)-1H-1,2,3-triazol-1-yl)methyl)piperidin-1-yl)ethyl)-4-isobutylbenzenesulfonamide C1(CC1)C(=O)C=1NC2=CC=C(C=C2C1C=1N=NN(C1)CC1CCN(CC1)CCNS(=O)(=O)C1=CC=C(C=C1)CC(C)C)F